(4-((2-ethylphenyl)amino)-7H-pyrrolo[2,3-d]pyrimidin-7-yl)-2-(((1r,4r)-4-hydroxycyclohexyl)amino)benzamide C(C)C1=C(C=CC=C1)NC=1C2=C(N=CN1)N(C=C2)C=2C(=C(C(=O)N)C=CC2)NC2CCC(CC2)O